CNC(=O)N(C1=CC=CC=C1)C 1,3-dimethyl-3-phenylurea